4-((3-(5-(ethoxymethyl)-1,2,4-oxadiazol-3-yl)-2-(methoxy-d3)phenyl)amino)-N-methylnicotinamide C(C)OCC1=NC(=NO1)C=1C(=C(C=CC1)NC1=CC=NC=C1C(=O)NC)OC([2H])([2H])[2H]